CN(C(OC1=CC2=C(CN(C(O2)=O)CC2=C(C(=CC=C2)NC(=O)OC(C)(C)C)F)C=C1C(F)(F)F)=O)C 3-(3-((tert-butoxycarbonyl)amino)-2-fluorobenzyl)-2-oxo-6-(trifluoromethyl)-3,4-dihydro-2H-benzo[e][1,3]oxazin-7-yl dimethylcarbamate